3-(3-isopropyl-5-(1-((2-methylpyrimidin-5-yl)methyl)piperidin-4-yl)-1H-indol-2-yl)-1-methyl-1H-pyrrolo[2,3-b]pyridine C(C)(C)C1=C(NC2=CC=C(C=C12)C1CCN(CC1)CC=1C=NC(=NC1)C)C1=CN(C2=NC=CC=C21)C